N-(3-pentoxypropyl)-3-(pyrrolidinyl)propan-1-amine C(CCCC)OCCCNCCCN1CCCC1